3-{4-[4-(5-cyclopropyl-3-methylpyridin-2-yl)piperazine-1-carbonyl]phenyl}-3-methylpyrrolidine-2,5-dione C1(CC1)C=1C=C(C(=NC1)N1CCN(CC1)C(=O)C1=CC=C(C=C1)C1(C(NC(C1)=O)=O)C)C